C(C1=CC=CC=C1)OC(=O)N1CC2=C(C(CC1)(C)C)C=CC(=C2)Br.COC2CC(CC2)C=2C(=NC=CC2)C(=O)O.C2(CC2)C(=O)N (cyclopropanecarboxamide) 3-(3-methoxycyclopentyl)picolinate benzyl-8-bromo-5,5-dimethyl-1,3,4,5-tetrahydro-2H-benzo[c]azepine-2-carboxylate